Benzyl ((3-(3-(2,3-dichlorophenyl)-1-(tetrahydro-2H-pyran-2-yl)-1H-pyrazolo[3,4-b]pyrazin-6-yl)-7-(isoxazol-3-yl)-3-azabicyclo[4.1.0]heptan-7-yl)methyl)carbamate ClC1=C(C=CC=C1Cl)C1=NN(C2=NC(=CN=C21)N2CC1C(C1CC2)(C2=NOC=C2)CNC(OCC2=CC=CC=C2)=O)C2OCCCC2